(1S,4s)-4-(2-((1R,2S)-2-hydroxycyclohexylamino)-8-(2,4,6-trichlorophenylamino)-9H-purin-9-yl)cyclohexanecarboxamide O[C@@H]1[C@@H](CCCC1)NC1=NC=C2N=C(N(C2=N1)C1CCC(CC1)C(=O)N)NC1=C(C=C(C=C1Cl)Cl)Cl